C(=O)(O)C1=C(C=CC(=C1)C=1N(C=NC1)C)N1C(C2=CC=C(C=C2C1=O)C(=O)O)=O 2-[2-Carboxy-4-(3-methyl-3H-imidazol-4-yl)-phenyl]-1,3-dioxo-2,3-dihydro-1H-isoindole-5-carboxylic acid